Cl.FC1=C(C(=CC=C1)F)C1(CCNCC1)C#N 4-(2,6-difluorophenyl)piperidine-4-carbonitrile hydrochloride